ClC=1C(=C2C(=NC1C)CN(C2)C(=O)[C@H]2CN(CC2)C2=CC(=NC=C2)C)C (3-chloro-2,4-dimethyl-5,7-dihydropyrrolo[3,4-b]pyridin-6-yl)-[(3R)-1-(2-methyl-4-pyridyl)pyrrolidin-3-yl]methanone